BrC1=CN(C2=CC=CC(=C12)O[13CH3])C(=O)OC(C)(C)C tert-butyl 3-bromo-4-(methoxy-13C)-1H-indole-1-carboxylate